C1(CC1)[C@]1(C(N(CC1)CC1=CC=C(C=C1)OC)=O)C#N (S)-3-cyclopropyl-1-(4-methoxybenzyl)-2-oxopyrrolidine-3-carbonitrile